(S)-tert-butyl 8-(2-amino-6-((R)-1-(3',4'-dimethyl-3-(3-methyl-1H-pyrazol-1-yl)-[1,1'-biphenyl]-4-yl)-2,2,2-trifluoroethoxy)pyrimidin-4-yl)-2,8-diazaspiro[4.5]decane-3-carboxylate NC1=NC(=CC(=N1)N1CCC2(C[C@H](NC2)C(=O)OC(C)(C)C)CC1)O[C@@H](C(F)(F)F)C1=C(C=C(C=C1)C1=CC(=C(C=C1)C)C)N1N=C(C=C1)C